N-(2-hydroxypropyl)-pyrrolidone OC(CN1C(CCC1)=O)C